O=C1NC(CCC1C1=C(CN2CCC(CC2)N2N=C3C=C(C(=CC3=C2)NC(C2=CC(=CC=C2)C(F)(F)F)=O)OC)C=CC=C1)=O N-(2-(1-(2-(2,6-dioxopiperidin-3-yl)benzyl)piperidin-4-yl)-6-methoxy-2H-indazol-5-yl)-3-(trifluoromethyl)benzamide